2-chloro-4-(2-isothiocyanato)ethyl-benzenesulfonamide ClC1=C(C=CC(=C1)CCN=C=S)S(=O)(=O)N